N-(acetyl)Cysteine C(C)(=O)N[C@@H](CS)C(=O)O